Methyl 5-((2-(3-(2-((tert-butoxycarbonyl)((2-chloro-[1,1'-biphenyl]-4-yl)methyl)amino)ethyl)-1,2,4-oxadiazol-5-yl)ethyl)amino)benzo[c][2,6]naphthyridine-8-carboxylate C(C)(C)(C)OC(=O)N(CCC1=NOC(=N1)CCNC1=NC2=C(C3=CN=CC=C13)C=CC(=C2)C(=O)OC)CC2=CC(=C(C=C2)C2=CC=CC=C2)Cl